OCC#CC=1C=CC(=NC1)C#CCNC(OC(C)(C)C)=O tert-butyl (3-(5-(3-hydroxyprop-1-yn-1-yl)pyridin-2-yl)prop-2-yn-1-yl)carbamate